[I].OCC1=CC=C(C=N1)C#CC1=CC=C(C=C1)C1=CC(=NO1)CN1C(=NC=C1)[C@H](C)O (S)-1-(1-((5-(4-((6-(hydroxymethyl)pyridin-3-yl)ethynyl)phenyl)isoxazol-3-yl)methyl)-1H-imidazol-2-yl)ethan-1-ol iodine